(Z)-4-{4-[(2,4-dioxothiazolidine-5-ylidene)methyl]phenoxy}-N-[3-fluoro-4-(trifluoromethoxy)phenyl]piperidine-1-carboxamide O=C1S\C(\C(N1)=O)=C/C1=CC=C(OC2CCN(CC2)C(=O)NC2=CC(=C(C=C2)OC(F)(F)F)F)C=C1